C(#N)C=1C=CC=2C3=C(NC2C1)C(=C(C=N3)C(=O)NC3CC(C3)C(C)(C)O)NC(C)C 7-cyano-N-((1R,3R)-3-(2-hydroxypropan-2-yl)cyclobutyl)-4-(isopropylamino)-5H-pyrido[3,2-b]indole-3-carboxamide